C(C)OC(=O)C1=C(N=C(S1)Br)CC(=O)OCC 2-bromo-4-(2-ethoxy-2-oxoethyl)thiazole-5-carboxylic acid ethyl ester